BrC1=CC=C2C=3CC4=C(C(C3NC2=C1)(C)C)C=C(C(=C4)CC)OC 3-bromo-9-ethyl-8-methoxy-6,6-dimethyl-5,6-dihydro-11H-benzo[b]carbazole